CC(CN1CC2=CC=C(C=C2C1)NC=1N=CC2=C(N1)CN(CC2)C2=C(C1=C(OCCN1)N=C2)C)(C)O 2-methyl-1-{5-[(7-{8-methyl-1H,2H,3H-pyrido[2,3-b][1,4]oxazin-7-yl}-5H,6H,7H,8H-pyrido[3,4-d]pyrimidin-2-yl)amino]-2,3-dihydro-1H-isoindol-2-yl}propan-2-ol